N(=[N+]=[N-])CC(=O)NC1=CC(=CC=C1)N1C(N(C(C=2C1=C(C(N(C2NC2=C(C=C(C=C2)I)F)C)=O)C)=O)C2CC2)=O 2-azido-N-(3-(3-cyclopropyl-5-((2-fluoro-4-iodophenyl)amino)-6,8-dimethyl-2,4,7-trioxo-3,4,6,7-tetrahydropyrido[4,3-d]pyrimidin-1(2H)-yl)phenyl)acetamide